4-METHYL-2-(PROP-2-YN-1-YLOXY)BENZALDEHYDE CC1=CC(=C(C=O)C=C1)OCC#C